2-[Methyl-[4-[(E)-3-(4-propan-2-ylphenyl)prop-2-enoyl]phenyl]sulfonylamino]acetic acid CN(CC(=O)O)S(=O)(=O)C1=CC=C(C=C1)C(\C=C\C1=CC=C(C=C1)C(C)C)=O